2-(1-Cyclopropyl-4-fluoropiperidin-4-yl)-6-(2-methylimidazo[1,2-a]pyrimidin-6-yl)-8-methyl-quinazolin-4(3H)-one C1(CC1)N1CCC(CC1)(F)C1=NC2=C(C=C(C=C2C(N1)=O)C=1C=NC=2N(C1)C=C(N2)C)C